tin isethionate S(=O)(=O)([O-])CCO.[Sn+4].S(=O)(=O)([O-])CCO.S(=O)(=O)([O-])CCO.S(=O)(=O)([O-])CCO